C(C)OC1=C(O[C@H]2CN(CCC2)C2=CN=CC(=N2)NC=2SC(=C(N2)C)C)C=CC=C1 (R)-N-(6-(3-(2-Ethoxyphenoxy)piperidin-1-yl)pyrazin-2-yl)-4,5-dimethylthiazol-2-amin